1-[5-[(2,6-difluorophenyl)methyl]-2-pyrimidin-2-yl-1,2,4-triazol-3-yl]ethylamine FC1=C(C(=CC=C1)F)CC=1N=C(N(N1)C1=NC=CC=N1)C(C)N